C(C)SC=1C(=NC=C(C1)O)C(C)=O 1-(3-ethylsulfanyl-5-hydroxy-2-pyridyl)ethanone